OC1=C(C=CC=C1)C=1C=C2C(=NN1)NC[C@@H]1N2CCN(C1)C1CCN(CC1)C1=NC=C(C=N1)C1CC2(CC(C2)C(=O)O)C1 (S)-6-(2-(4-(2-(2-hydroxyphenyl)-6a,7,9,10-tetrahydro-5H-pyrazino[1',2':4,5]pyrazino[2,3-c]pyridazin-8(6H)-yl)piperidin-1-yl)pyrimidin-5-yl)spiro[3.3]heptane-2-carboxylic acid